1-(1-bromo-2-(phenylsulfonyl)ethyl)-4-tert-butylbenzene BrC(CS(=O)(=O)C1=CC=CC=C1)C1=CC=C(C=C1)C(C)(C)C